P(=O)(OCCC(C1=C(C=C(C=C1C)C)C)=O)([O-])[O-] 2,4,6-trimethylbenzoylethyl phosphate